C(#N)C=1C=NN2C1C(=CC(=C2)C=2C=NN(C2)[C@@H]2CN(CCC2)C(=O)OC(C)(C)C)O tert-butyl (3S)-3-[4-(3-cyano-4-hydroxy-pyrazolo[1,5-a]pyridin-6-yl)pyrazol-1-yl]piperidine-1-carboxylate